N-(4-hydroxyphenyl)-acetamide OC1=CC=C(C=C1)NC(C)=O